FC(F)C1=CC(=NC=C1)C(=O)NC=1C=NC(=C(C1)C=1C=NC2=CC(=NC=C2C1)NC)C 4-(1,1-difluoromethyl)-N-(6-methyl-5-(7-(methylamino)-1,6-naphthyridin-3-yl)pyridin-3-yl)picolinamide